(R)-1-(3-(3-chloro-6-(1-(2,2,2-trifluoroethyl)-1H-pyrazol-4-ylamino)-1H-pyrazolo[3,4-d]pyrimidin-4-ylamino)piperidin-1-yl)prop-2-en-1-one ClC1=NNC2=NC(=NC(=C21)N[C@H]2CN(CCC2)C(C=C)=O)NC=2C=NN(C2)CC(F)(F)F